F[C@H]1C[C@@H](N(C1)C=1C=CC=2N(N1)C(=CN2)C(=O)N[C@@H]2CN(CC2)CC2=CC(=CC=C2)O)C2=C(C=CC(=C2)F)SC 6-[(2R,4S)-4-fluoro-2-[5-fluoro-2-(methylsulfanyl)phenyl]pyrrolidin-1-yl]-N-[(3S)-1-[(3-hydroxyphenyl)methyl]pyrrolidin-3-yl]imidazo[1,2-b]pyridazine-3-carboxamide